ClC=1C2=C(N(N=C2C(=CC1)C)CC1(CC(C1)(F)F)C)C(=O)NC1=CC(=CC=C1)S(=O)(=N)C 4-chloro-2-((3,3-difluoro-1-methylcyclobutyl)methyl)-7-methyl-N-(3-(S-methylsulfonimidoyl)phenyl)-2H-indazole-3-carboxamide